N-(5-bromo-2-iodo-4-methyl-3-pyridinyl)-N-but-3-enyl-carbamic acid tert-butyl ester C(C)(C)(C)OC(N(CCC=C)C=1C(=NC=C(C1C)Br)I)=O